((tetrahydro-2H-pyran-2-yl)oxy)-6,6a,7,8,9,10-hexahydrobenzo[e]pyrido[1,2-a][1,4]diazepine-5(12H)-carboxylate O1C(CCCC1)OC1=CC=CC=2N(CC3N(CC21)CCCC3)C(=O)[O-]